2-((2,3-dichloropyridin-4-yl)thio)-3-methyl-5,6,7,8-tetrahydro-9H-pyrazino[2,3-e][1,4]diazepin-9-one ClC1=NC=CC(=C1Cl)SC1=NC2=C(NCCNC2=O)N=C1C